N-(3-methoxy-4-(1H-pyrrolo[2,3-b]pyridin-5-yl)phenyl)nicotinamide COC=1C=C(C=CC1C=1C=C2C(=NC1)NC=C2)NC(C2=CN=CC=C2)=O